C1(CC1)C(=O)N[C@H](CC1=CC=CC=C1)C(=O)O (Cyclopropanecarbonyl)-D-phenylalanine